ClC1=CC=C(C=C1)C1=C(CCC(C1)(C)C)C(=O)N1CC2CCC(C1)N2CC=2C=C1CN(C(C1=CC2)=O)C2C(NC(CC2)=O)=O 3-(5-((3-(4'-chloro-5,5-dimethyl-3,4,5,6-tetrahydro-[1,1'-biphenyl]-2-carbonyl)-3,8-diazabicyclo[3.2.1]octane-8-yl)methyl)-1-oxoisoindolin-2-yl)piperidine-2,6-dione